methyl (Z)-2-methoxy-3-(4-(2-(5-(methyl-d3)-2-(phenyl-d5)oxazol-4-yl)ethoxy)benzo[b]thiophen-7-yl)acrylate CO\C(\C(=O)OC)=C/C1=CC=C(C2=C1SC=C2)OCCC=2N=C(OC2C([2H])([2H])[2H])C2=C(C(=C(C(=C2[2H])[2H])[2H])[2H])[2H]